(2E)-3-(3-cyano-5-fluoro-1H-indazol-6-yl)-N-(6-methoxy-2,4-dimethylpyridin-3-yl)prop-2-enamide C(#N)C1=NNC2=CC(=C(C=C12)F)/C=C/C(=O)NC=1C(=NC(=CC1C)OC)C